2-(2-chlorophenyloxy)benzoic acid ClC1=C(C=CC=C1)OC1=C(C(=O)O)C=CC=C1